ClC=1C=C(C(=NC1)N1C([C@H](N(C(C1)=O)CC1=CC=C(C=C1)C(F)(F)F)C1COC1)=O)F (R)-1-(5-chloro-3-fluoropyridin-2-yl)-3-(oxetan-3-yl)-4-(4-(trifluoromethyl)benzyl)piperazine-2,5-dione